BrC1=CC(=C(C=C1F)CC=1N(C2=C(N1)C=CC(=C2)C(=O)OC)[C@@H]2COCC2(C)C)Cl Methyl 2-[(4-bromo-2-chloro-5-fluoro-phenyl)methyl]-3-[(3S)-4,4-dimethyltetrahydrofuran-3-yl]benzimidazole-5-carboxylate